2-(3-bromo-2-chlorophenyl)-4,6-diphenyl-1,3,5-triazine BrC=1C(=C(C=CC1)C1=NC(=NC(=N1)C1=CC=CC=C1)C1=CC=CC=C1)Cl